C1(CC1)C([C@@H](C(=O)NC1=NC(=C(C=C1)C=1C(=NN(C1C)COCC[Si](C)(C)C)C)C(F)F)NC(OC(C)(C)C)=O)C1CC1 tert-butyl N-[(1S)-1-(dicyclopropylmethyl)-2-[[6-(difluoromethyl)-5-[3,5-dimethyl-1-(2-trimethylsilylethoxymethyl)pyrazol-4-yl]-2-pyridyl]amino]-2-oxo-ethyl]carbamate